ClC=1C=C(C=CC1)C(NC(=O)C=1C(NC(=CC1)C(F)(F)F)=O)C1=CC(=CC=C1)Cl N-(bis(3-chlorophenyl)methyl)-2-oxo-6-(trifluoromethyl)-1,2-dihydropyridine-3-carboxamide